N-(1-ethylpiperidin-4-yl)-N-methyl-2-[1-(pyridin-3-yl)-1H-pyrazol-4-yl]-1,3-thiazole-4-carboxamide C(C)N1CCC(CC1)N(C(=O)C=1N=C(SC1)C=1C=NN(C1)C=1C=NC=CC1)C